(5-(((trans)-2-(3-(5-bromopyrimidin-2-yl)azetidin-1-yl)cyclohexyl)oxy)-1-oxo-isoindolin-2-yl)piperidine-2,6-dione BrC=1C=NC(=NC1)C1CN(C1)[C@H]1[C@@H](CCCC1)OC=1C=C2CN(C(C2=CC1)=O)N1C(CCCC1=O)=O